(S)-2-(((3-amino-5-methyl-4-oxo-2,3,4,5-tetrahydrobenzo[b][1,4]oxazepin-7-yl)oxy)methyl)thiazole-4-carboxylic acid methyl ester hydrochloride Cl.COC(=O)C=1N=C(SC1)COC1=CC2=C(OC[C@@H](C(N2C)=O)N)C=C1